CSC1=CC=C(C=C1)SC 1,4-bis(methylthio)benzene